3-(difluoromethyl)-N-(4'-ethynyl-biphenyl-2-yl)-1-methyl-1H-pyrazole-4-carboxamide FC(C1=NN(C=C1C(=O)NC1=C(C=CC=C1)C1=CC=C(C=C1)C#C)C)F